NC1=NC(=NC=2N(CC(NC12)=O)CC1=CC(=CC=C1)CC1NCCC1)OCCCC 4-amino-2-butoxy-8-[3-(2-pyrrolidinylmethyl)benzyl]-7,8-dihydro-6(5H)-pteridinone